4-[6-amino-5-(4-hydroxy-3-methoxy-phenyl)-3-pyridyl]-2,6-dimethyl-phenol NC1=C(C=C(C=N1)C1=CC(=C(C(=C1)C)O)C)C1=CC(=C(C=C1)O)OC